(S)-3-(4-amino-6,7-dimethylquinazolin-8-yl)-2,4-dimethylphenol NC1=NC=NC2=C(C(=C(C=C12)C)C)C=1C(=C(C=CC1C)O)C